OC1=C(C=C(C2=CC=CC=C12)NS(=O)(=O)C1=CC=C(C=C1)OC)C1=C(C=CC2=CC=CC=C12)O N-(1',2-dihydroxy-[1,2'-binaphthyl]-4'-yl)-4-methoxybenzenesulfonamide